N1(N=CC=C1)CC1=C(C=CC=C1)C1=NN=C(S1)NC(OC(C)(C)C)=O tert-Butyl (5-(2-((1H-pyrazol-1-yl)methyl)phenyl)-1,3,4-thiadiazol-2-yl)carbamate